C(C)(C)(C)N(C(=O)C=1C2=C(N(N1)C1=CC(=CC(=C1)Cl)Cl)C=1C=C(C(=CC1OC2)OC)[C@@H]2[C@H](C2)C(N)=O)C |r| N-(tert-butyl)-8-((SR,2SR)-2-carbamoylcyclopropyl)-1-(3,5-dichlorophenyl)-7-methoxy-N-methyl-1,4-dihydrochromeno[4,3-c]pyrazole-3-carboxamide